C([C@@H](O)CC(=O)O)(=O)O.FC=1C=CC=C2CCO[C@H](C12)CNC (R)-1-(8-fluoroisochroman-1-yl)-N-methylmethanamine L-malic acid salt